C\C(=C/COC1=CC(=C(C=C1)C(\C=C\C1=CC=C(C=C1)OCOC)=O)O)\CCC=C(C)C (E)-1-[4-[(2E)-3,7-Dimethylocta-2,6-dienoxy]-2-hydroxyphenyl]-3-[4-(methoxymethoxy)phenyl]prop-2-en-1-one